CC(CC(C)C)C1=C(C=CC=C1)NC(=O)C=1C(=NN(C1F)C)C N-[2-(1,3-dimethylbutyl)phenyl]-5-fluoro-1,3-dimethyl-1H-pyrazole-4-carboxamid